ClC=1C=C(C=CC1)N1N=C2C(=N1)C=CC(=C2)N 2-(3-chlorophenyl)benzotriazol-5-amine